(2S)-4-(2-Chloro-6-((1-(methoxycarbonyl)-2,3-dihydro-1H-inden-1-yl)methyl)-5-nitropyrimidin-4-yl)-Benzyl 2-(cyanomethyl)piperazine-1-carboxylate C(#N)C[C@@H]1N(CCNC1)C(=O)OCC1=CC=C(C=C1)C1=NC(=NC(=C1[N+](=O)[O-])CC1(CCC2=CC=CC=C12)C(=O)OC)Cl